bis[2-(triethoxysilyl)ethyl]-trisulfane C(C)O[Si](CCSSSCC[Si](OCC)(OCC)OCC)(OCC)OCC